C(C)(C)(C)OC(N(CCNC)C)=O.C1C(CNC12CNCC2)CC(=O)N (4,7-diazaspiro[4.4]non-2-yl)acetamide tert-butyl-N-methyl-N-[2-(methylamino)ethyl]carbamate